(E)-3-chloro-6-hydroxy-5-((2E,4E)-5-((1R,2R,6R)-3-hydroxy-1,2,3,6-tetramethylcyclohexyl)-3-methylpenta-2,4-dien-1-yl)-4-methoxy-2-methylbenzaldehyde O-methyloxime CO\N=C\C1=C(C(=C(C(=C1O)C\C=C(\C=C\[C@@]1([C@H](C(CC[C@H]1C)(C)O)C)C)/C)OC)Cl)C